1-benzyl-4-iodo-pyrazole C(C1=CC=CC=C1)N1N=CC(=C1)I